C(C)(C)(C)OC(=O)N1CCC2(CC1)OCC1(C3=C2C=C(S3)Cl)CC1.C(C1=CC=CC=C1)NCC(=O)NCC1=C(C(=CC=C1)Cl)F 2-(benzylamino)-N-(3-chloro-2-fluorobenzyl)acetamide tert-butyl-2'-chloro-6'H-dispiro[cyclopropane-1,7'-thieno[3,2-c]pyran-4',4''-piperidine]-1''-carboxylate